3-acetyl-4-(methylthio)-1,2-dihydroquinolin-2-one C(C)(=O)C=1C(NC2=CC=CC=C2C1SC)=O